(R)-(5-cyclopropyl-1,3,4-oxadiazol-2-yl)(4-(6-methylpyrazolo[1,5-a]pyridin-2-yl)-6,7-dihydro-1H-imidazo[4,5-c]pyridin-5(4H)-yl)methanone C1(CC1)C1=NN=C(O1)C(=O)N1[C@H](C2=C(CC1)NC=N2)C2=NN1C(C=CC(=C1)C)=C2